1-(4-fluoro-2-hydroxy-3-methyl-5-((3-methylpiperidin-1-yl)methyl)phenyl)-3-(pyrrolidin-1-yl)prop-2-en-1-one FC1=C(C(=C(C=C1CN1CC(CCC1)C)C(C=CN1CCCC1)=O)O)C